COC1=C(CN(C=2OC3=C(C=NC=C3C=3C[C@@H](CCC3)C(=O)N3[C@H](C4=C(C=C(C=C4CC3)Cl)Cl)C)N2)CC2=C(C=C(C=C2)OC)OC)C=CC(=C1)OC ((R)-3-(2-(bis(2,4-dimethoxybenzyl)amino)oxazolo[4,5-c]pyridin-7-yl)cyclohex-3-en-1-yl)((S)-6,8-dichloro-1-methyl-3,4-dihydroisoquinolin-2(1H)-yl)methanone